O1N=C(N=C1)N 1,2,4-Oxadiazol-3-Amine